5,8-dichloro-2-((2,3,4-trifluorophenyl)amino)quinazoline-4(3H)-one ClC1=C2C(NC(=NC2=C(C=C1)Cl)NC1=C(C(=C(C=C1)F)F)F)=O